N[C@@H]1C(N(C2=C(OC1)C=CC(=C2)C2=CC=NN2C)C)=O (S)-3-amino-5-methyl-7-(1-methyl-1H-pyrazol-5-yl)-2,3-dihydrobenzo[b][1,4]-oxazepin-4(5H)-one